7-bromo-2,6-dichloro-8-fluoro-5-(2-(((1-trityl-1H-imidazol-5-yl)methyl)amino)ethoxy)quinazolin-4(3H)-one BrC1=C(C(=C2C(NC(=NC2=C1F)Cl)=O)OCCNCC1=CN=CN1C(C1=CC=CC=C1)(C1=CC=CC=C1)C1=CC=CC=C1)Cl